[Si](C)(C)(C(C)(C)C)OCC(=C)C=1C=C(C(=NC1)C)C1=CC(=C(C=C1)OC)OCC 5-(3-((tert-butyldimethylsilyl)oxy)prop-1-en-2-yl)-3-(3-ethoxy-4-methoxyphenyl)-2-methylpyridine